COC1=CC=2N(C(C(=C(N2)C(F)(F)F)C=2C=NN(C2)COCC[Si](C)(C)C)=O)C=C1 8-methoxy-2-(trifluoromethyl)-3-[1-(2-trimethylsilylethoxymethyl)-1H-pyrazol-4-yl]-4H-pyrido[1,2-a]pyrimidin-4-one